2-bromo-1-(2,4-difluorophenoxy)-4-((methylsulfonyl)methyl)benzene BrC1=C(C=CC(=C1)CS(=O)(=O)C)OC1=C(C=C(C=C1)F)F